(S)-6-(1-(2-((2-chlorophenyl)thio)acetyl)pyrrolidin-2-yl)-9-hydroxy-2-(2-(pyridin-4-ylsulfonyl)ethyl)-3,4-dihydro-2H-pyrazino[1,2-c]pyrimidine-1,8-dione ClC1=C(C=CC=C1)SCC(=O)N1[C@@H](CCC1)C1=NC(C(=C2N1CCN(C2=O)CCS(=O)(=O)C2=CC=NC=C2)O)=O